COC(=O)C1=NC(=C(N=C1)\C(=C\[Si](C)(C)C)\C1=CC=C(C=C1)F)Cl (E)-6-chloro-5-(1-(4-fluorophenyl)-2-(trimethylsilyl)vinyl)pyrazine-2-carboxylic acid methyl ester